ClC1=C(C(=O)NC=2C=C3C=C(N(C3=CC2)CC)C(=O)NC2=CC=C(C=C2)C2CCCCC2)C=C(C=C1)CNC(C(C)C)=O 5-(2-chloro-5-(isobutyrylaminomethyl)benzoylamino)-N-(4-cyclohexylphenyl)-1-ethyl-1H-indole-2-carboxamide